ClC1=CC=C(C=C1)C1=C(C=CC=C1)CN1CCN(CC1)C1=CC=C(C(=O)O)C=C1 4-(4-((4'-chloro-[1,1'-biphenyl]-2-yl)methyl)piperazin-1-yl)benzoic acid